C1(CC1)C(=O)NC1=CC(=C(N=N1)C(=O)NC)NC1=NN2C(C=CC(=C2)N2CC(C2)C(C)O)=N1 6-(cyclopropanecarboxamido)-4-((6-(3-(1-hydroxyethyl)azetidin-1-yl)-[1,2,4]triazolo[1,5-a]pyridin-2-yl)amino)-N-methylpyridazine-3-carboxamide